C(C#CCCC=C)O 6-Hepten-2-yn-1-ol